eicosapentaenoic acid-d24 C(C(=C(C(=C(C(=C(C(=C(C(=C(C(C(C(C(C(C(C(CC)([2H])[2H])([2H])[2H])([2H])[2H])([2H])[2H])([2H])[2H])([2H])[2H])([2H])[2H])[2H])[2H])[2H])[2H])[2H])[2H])[2H])[2H])[2H])[2H])(=O)O